(5S,8R)-8-[(1S)-7-chloro-2,2,6-trifluoro-1-(methoxymethoxy)-1,3-dihydroinden-4-yl]-3,5-difluoro-5,6,7,8-tetrahydronaphthalene-1-carbonitrile ClC=1C(=CC(=C2CC([C@H](C12)OCOC)(F)F)[C@H]1CC[C@@H](C=2C=C(C=C(C12)C#N)F)F)F